3-((2S)-2-hydroxy-3-(8-(3'-(methylsulfonyl)biphenyl-3-ylsulfonyl)-1-oxa-8-azaspiro[4.5]dec-3-ylamino)propoxy)-N-methylbenzenesulfonamide O[C@H](COC=1C=C(C=CC1)S(=O)(=O)NC)CNC1COC2(C1)CCN(CC2)S(=O)(=O)C=2C=C(C=CC2)C2=CC(=CC=C2)S(=O)(=O)C